C(C)(=O)O\N=C(/N)\C1=CC2=C(C=N1)CCN2C(C)C (Z)-N'-acetoxy-1-isopropyl-2,3-dihydro-1H-pyrrolo[3,2-c]pyridine-6-carboximidamide